CC1=C2CN(C(C2=CC=C1)=O)C1CCC(CC1)C(=O)NC=1SC(=CN1)C (1s,4s)-4-(4-Methyl-1-oxoisoindolin-2-yl)-N-(5-methylthiazol-2-yl)cyclohexanecarboxamide